OC1=C(C=C(C=C1C(C)(C)C)C(C)(C)C)N1N=C2C(=N1)C=CC=C2 2-(2'-hydroxy-3,5-di-t-butyl-phenyl)benzotriazole